CC1=NOC(=N1)C12CCC(CC1)(CC2)C(C)=O (4-(3-methyl-1,2,4-oxadiazol-5-yl)bicyclo[2.2.2]oct-1-yl)ethan-1-one